N-benzyl-2-nitrovinylamine C(C1=CC=CC=C1)NC=C[N+](=O)[O-]